5-cyclopentyl-norbornene C1(CCCC1)C1C2C=CC(C1)C2